N-(1-ethylpropyl)-2-[3-hydroxy-5,5-dioxido-9-(trifluoromethyl)-6H-dibenzo[c,e][1,2]thiazin-6-yl]acetamide C(C)C(CC)NC(CN1S(C2=C(C3=C1C=CC(=C3)C(F)(F)F)C=CC(=C2)O)(=O)=O)=O